P(=O)(O)(O)CN(CC(=O)O)CC(=O)O.[K] potassium N-(phosphonomethyl)iminodiacetic acid